4-((3-(4-(2,6-dioxopiperidin-3-yl)benzoyl)-3-azaspiro[5.5]undecan-9-yl)methyl)piperazine-1-carboxylic acid (9H-fluoren-9-yl)methyl ester C1=CC=CC=2C3=CC=CC=C3C(C12)COC(=O)N1CCN(CC1)CC1CCC2(CCN(CC2)C(C2=CC=C(C=C2)C2C(NC(CC2)=O)=O)=O)CC1